N1(CCC1)C(COC1=CC(=C(C(=C1)CC)CC1=C(C(=C(C=C1)O)C(C)C)F)Cl)=O 1-(azetidin-1-yl)-2-(3-chloro-5-ethyl-4-(2-fluoro-4-hydroxy-3-isopropylbenzyl)phenoxy)ethan-1-one